[C@H]1([C@@H](O)[C@@H](O)[C@H](O)[C@H](O1)CO)OC1=C(C=C(C=C1)C1=CC=C2C=CN=C(C2=C1)N)C 7-[4'-(α-D-mannopyranosyloxy)-3'-methylphenyl]-isoquinolin-1-amine